NC1=C(C(=O)NC2CC(C2)OC)C=C(C=N1)C1=C(C=C(C=C1)NC([C@H](O)C1=CC(=CC(=C1)F)F)=O)C (R)-2-amino-5-(4-(2-(3,5-difluorophenyl)-2-hydroxyacetamido)-2-methylphenyl)-N-(3-methoxycyclobutyl)nicotinamide